ClC1=CC=C(C=C1)NC(NCCC1=CC=CC=C1)=O 3-(4-Chlorophenyl)1-(2-phenylethyl)urea